CN1CCN(CCN(CC1)C)C.[Cu] copper 1,4,7-trimethyl-1,4,7-triazacyclononane